decane-8-carboxylate CCCCCCCC(CC)C(=O)[O-]